ClC1=CC(=C(C=C1)C1=NC(=NC2=C1N=C(N(C2=O)C)C)C2CC(OC(C2)C=2C=NN(C2)C)(C)C)F 8-(4-chloro-2-fluorophenyl)-6-[2,2-dimethyl-6-(1-methyl-1H-pyrazol-4-yl)oxan-4-yl]-2,3-dimethyl-3H,4H-[1,3]diazino[5,4-d]pyrimidin-4-one